2,6-Di-tert-butyl-4-nonylphenol C(C)(C)(C)C1=C(C(=CC(=C1)CCCCCCCCC)C(C)(C)C)O